D-N-acetylneuraminic acid sodium [Na].C(C)(=O)N[C@@H]1[C@H](CC(C(O)=O)(O)O[C@H]1[C@H](O)[C@H](O)CO)O